CC1(OC2=C(C1)C=C(C(=C2)N2CC(CC2)S(N)(=O)=O)NC(=O)C=2C=NN1C2N=CC=C1)C N-(2,2-Dimethyl-6-(3-sulfamoylpyrrolidin-1-yl)-2,3-dihydrobenzofuran-5-yl)pyrazolo[1,5-a]pyrimidine-3-carboxamide